Tert-butyl (2S)-3-(2-bromo-5-chloropyridin-3-yl)-2-[(diphenylmethylidene)amino]propanoate BrC1=NC=C(C=C1C[C@@H](C(=O)OC(C)(C)C)N=C(C1=CC=CC=C1)C1=CC=CC=C1)Cl